8-[(1R)-1-aminoethyl]-3,6-dimethyl-2-phenyl-benzopyran-4-one N[C@H](C)C1=CC(=CC=2C(C(=C(OC21)C2=CC=CC=C2)C)=O)C